methyl 4-({3-chloro-4-[(1-methylcyclopropyl) carbamoyl] pyridin-2-yl} amino)-3-cyclopropyl-5-fluorobenzoate ClC=1C(=NC=CC1C(NC1(CC1)C)=O)NC1=C(C=C(C(=O)OC)C=C1F)C1CC1